3-(N-(2-((3S,4R)-3-fluoro-4-hydroxypiperidin-1-yl)-5-(trifluoromethyl)phenyl)sulfamoyl)-4-methoxybenzoic acid F[C@H]1CN(CC[C@H]1O)C1=C(C=C(C=C1)C(F)(F)F)NS(=O)(=O)C=1C=C(C(=O)O)C=CC1OC